Pentaerythritol tetrakis(3-(3,5-di-tertbutyl-4-hydroxyphenyl)propionate) C(C)(C)(C)C=1C=C(C=C(C1O)C(C)(C)C)CCC(=O)OCC(COC(CCC1=CC(=C(C(=C1)C(C)(C)C)O)C(C)(C)C)=O)(COC(CCC1=CC(=C(C(=C1)C(C)(C)C)O)C(C)(C)C)=O)COC(CCC1=CC(=C(C(=C1)C(C)(C)C)O)C(C)(C)C)=O